5-(3-{[4-(3-ethylquinolin-2-yl)benzyl]oxy}-1-methyl-1H-pyrazol-4-yl)-1-methylpyridin-2(1H)-one C(C)C=1C(=NC2=CC=CC=C2C1)C1=CC=C(COC2=NN(C=C2C=2C=CC(N(C2)C)=O)C)C=C1